2-hydroxy-N-(4-phenoxy-6-phenyl-pyrimidin-2-yl)benzenesulfonamide OC1=C(C=CC=C1)S(=O)(=O)NC1=NC(=CC(=N1)OC1=CC=CC=C1)C1=CC=CC=C1